4-azidomethylstyrene N(=[N+]=[N-])CC1=CC=C(C=C)C=C1